COC1=CC=C2C(=N1)C1=C(C(=NC=C1)C1=CC=NC3=CC=CN=C13)N2 2-methoxy-6-(1,5-naphthyridin-4-yl)-5H-pyrrolo[3,2-b:5,4-c']dipyridine